4,5-bisaminopentanoic acid NC(CCC(=O)O)CN